N-(p-tolyl)naphthalen-2-amine C1(=CC=C(C=C1)NC1=CC2=CC=CC=C2C=C1)C